NC1=C(O)C(=CC=C1O)N 2,6-diaminoresorcinol